(((1r,3r,5R,7S)-adamantan-2-ylidene)-methyl)-5-bromobenzo[d]isoxazole C12C(C3CC(CC(C1)C3)C2)=CC2=NOC3=C2C=C(C=C3)Br